C(C)C1CN(C(C(=C1O)C(NC1=CC=CC=C1)=S)=O)C(=O)OC(C)(C)C tert-butyl 3-ethyl-4-hydroxy-6-oxo-5-(phenylcarbamothioyl)-3,6-dihydropyridine-1(2H)-carboxylate